C(C)(=O)C1=CC=C(C=C1)C1=CC=C(C=C1)Br 4-acetyl-4'-bromobiphenyl